ClC1=CC=C(OC2=CC(=C(C=C2)C(C(=O)[O-])=C)F)C=C1 4-(4-chlorophenoxy)-2-(fluorophenyl)acrylate